(7-(8-ethyl-7-fluoro-3-hydroxynaphthalen-1-yl)-8-fluoro-2-((1-(morpholinomethyl)cyclopropyl)methoxy)-6-nitroquinazolin-4-yl)-3-methylpiperidin-3-ol C(C)C=1C(=CC=C2C=C(C=C(C12)C1=C(C=C2C(=NC(=NC2=C1F)OCC1(CC1)CN1CCOCC1)N1CC(CCC1)(O)C)[N+](=O)[O-])O)F